BrC1=CC(=C(C=C1)CC(=O)OCC)O ethyl 2-(4-bromo-2-hydroxyphenyl)acetate